4'-(benzyloxy)-8'-(5-chloro-6-fluoro-1-(tetrahydro-2H-pyran-2-yl)-1H-benzo[f]indazol-4-yl)-2'-(methylsulfinyl)spiro[cyclopropane-1,9'-pyrido[4',3':3,4]cyclopenta[1,2-d]pyrimidine] C(C1=CC=CC=C1)OC=1C2=C(N=C(N1)S(=O)C)C1(C3=C2C=CN=C3C3=C2C=NN(C2=CC2=C3C(=C(C=C2)F)Cl)C2OCCCC2)CC1